tert-butyl 1-(4-((2-(5-(2,4-dioxotetrahydropyrimidin-1(2H)-yl)-3-fluoropyridin-2-yl)-2-azaspiro[3.5]nonan-7-yl)oxy)-2-(1-methyl-1H-pyrazol-4-yl)phenyl)-1H-pyrazole-4-carboxylate O=C1N(CCC(N1)=O)C=1C=C(C(=NC1)N1CC2(C1)CCC(CC2)OC2=CC(=C(C=C2)N2N=CC(=C2)C(=O)OC(C)(C)C)C=2C=NN(C2)C)F